F[P-](F)(F)(F)(F)F.ClC=1C=CC2=C(N(N=N2)OC(=[N+](C)C)N(C)C)C1 O-(6-Chlorobenzotriazol-1-yl)-N,N,N',N'-tetramethyl-uronium hexafluorophosphate